ClC=1C(=CC=CC1)S(=O)(=O)NC1=C(C=C(C=C1F)C#CC=1C=NC=C(C1)F)F 3-chloro-N-[2,6-difluoro-4-[2-(5-fluoro-3-pyridyl)ethynyl]phenyl]-2-benzenesulfonamide